N(=O)NCCC N-nitroson-propylamine